tert-butyl 2H,4H,6H-pyrrolo[3,4-c]pyrazole-5-carboxylate N=1NC=C2C1CN(C2)C(=O)OC(C)(C)C